2-hydroxy-5-(oxan-2-yloxy)benzaldehyde OC1=C(C=O)C=C(C=C1)OC1OCCCC1